ClC1=CC(=C(C=C1)S(=O)(=O)N[C@H](C(=O)OC(C)(C)C)C(C)C1=C(C(=CC=C1F)C)C)NCCCC(OCC)OCC tert-butyl (2S)-2-((4-chloro-2-((4,4-diethoxybutyl) amino) phenyl)sulfonamido)-3-(6-fluoro-2,3-dimethylphenyl)butanoate